cis-1-(2-acetylhydrazine-1-carbonyl)-N-(4-chloro-3-(cis-2-cyanocyclopropyl)phenyl)-3-methyl-6-azabicyclo[3.1.1]heptane-6-carboxamide C(C)(=O)NNC(=O)C12CC(CC(N1C(=O)NC1=CC(=C(C=C1)Cl)[C@H]1[C@H](C1)C#N)C2)C